C(C)(C)(C)C=1C=C(C=CC1)C=1NC2=CC=C(C=C2C1)CCC(=O)O 3-(2-(3-(tert-butyl)phenyl)-1H-indol-5-yl)propanoic acid